IC1=CNC2=NC=C(C=C21)C(=O)OC methyl 3-iodo-1H-pyrrolo[2,3-b]pyridine-5-carboxylate